C(C)OC(=O)C1=NC(=NO1)C1=CC(=C(C(=C1)C)O)C (4-hydroxy-3,5-dimethylphenyl)-1,2,4-oxadiazole-5-carboxylic acid ethyl ester